3-[2-(1,3-Dioxo-1,3-dihydro-isoindol-2-yl)-ethyl]-cyclobutanecarboxylic acid methyl ester COC(=O)C1CC(C1)CCN1C(C2=CC=CC=C2C1=O)=O